N-((1s,3s)-3-((4-((3,4-dichloro-2-fluorophenyl)amino)-7-(2-(dimethylamino)ethoxy)quinazolin-6-yl)oxy)cyclobutyl)acrylamide ClC=1C(=C(C=CC1Cl)NC1=NC=NC2=CC(=C(C=C12)OC1CC(C1)NC(C=C)=O)OCCN(C)C)F